C(CC(C(C(=O)[O-])(C(C(F)F)=O)CCC(CC)=O)CC(CC)=O)C(C(C(=O)[O-])(CCC(CC)=O)C(C(F)F)=O)CC(CC)=O ethane-1,2-diylbis(2-(2,2-difluoroacetyl)-5-oxo-2-(3-oxopentyl) heptanoate)